C(C)(C)(C)OC(=O)N1CC2(C1)COC(C2)=O 7-oxo-6-oxa-2-azaspiro[3.4]octane-2-carboxylic acid tert-butyl ester